N,N-Dimethylformamide di-t-butyl acetal C(C)(C)(C)OC(N(C)C)OC(C)(C)C